CN(C1CN(CC1)C1=CC(=C(C=C1)N1C=NC(=C1)NC=1N=CC(=NC1)C#N)F)C 5-((1-(4-(3-(Dimethylamino)pyrrolidin-1-yl)-2-fluorophenyl)-1H-imidazol-4-yl)amino)pyrazine-2-carbonitrile